[Br-].C(C)[N+]=1C=NN(C1)C=C 4-Ethyl-1-vinyl-1H-1,2,4-triazol-4-ium bromide